1-(2-((methylsulfanyl)methyl)-4-nitrophenyl)ethan-1-amine CSCC1=C(C=CC(=C1)[N+](=O)[O-])C(C)N